(R)-5-(difluoromethyl)-2-(4-((2,2-dimethyltetrahydro-2H-pyran-4-yl)amino)pyrido[3,4-d]pyridazin-1-yl)phenol FC(C=1C=CC(=C(C1)O)C1=C2C(=C(N=N1)N[C@H]1CC(OCC1)(C)C)C=NC=C2)F